2-[2-hydroxy-3-tert-butyl-5-(2-methacryloyloxyethyl)phenyl]-5-chloro-2H-benzotriazole OC1=C(C=C(C=C1C(C)(C)C)CCOC(C(=C)C)=O)N1N=C2C(=N1)C=CC(=C2)Cl